C1=C(C=C(C(=C1Cl)Cl)Cl)C(F)(F)F 3,4,5-trichlorotrifluorotoluene